C=C(C)C=1OCCCN1 2-(prop-1-en-2-yl)-5,6-dihydro-4H-1,3-oxazine